racemic-2-(4-fluoro-3-methoxyphenyl)chroman-3-ol FC1=C(C=C(C=C1)C1OC2=CC=CC=C2CC1O)OC